2,4,6-cycloheptatrien-1-one C1(C=CC=CC=C1)=O